3-chloro-5-(1H-pyrazol-1-yl)pyrazine-2-carbonitrile ClC=1C(=NC=C(N1)N1N=CC=C1)C#N